C(C)(C)(C)OC(=O)N1CC2(CC2)[C@@H]([C@@H]1CC1=C(C(=CC(=C1)F)Br)F)N (6s,7s)-7-amino-6-(3-bromo-2,5-difluorobenzyl)-5-azaspiro[2.4]heptane-5-carboxylic acid tert-butyl ester